tert-butyl 3-(1-(((R)-1-phenylethyl)amino)-2,3,4,9-tetrahydro-1H-carbazol-6-yl)-5,6-dihydropyridine-1(2H)-carboxylate C1(=CC=CC=C1)[C@@H](C)NC1CCCC=2C3=CC(=CC=C3NC12)C=1CN(CCC1)C(=O)OC(C)(C)C